C[C@@H]1CN(CCN1C=1C2=C(N=CN1)NC(C[C@H]2C)=O)C(=O)OC(C)(C)C Tert-butyl (R)-3-methyl-4-((R)-5-methyl-7-oxo-5,6,7,8-tetrahydropyrido[2,3-d]pyrimidin-4-yl)piperazine-1-carboxylate